N-(trans-4-((5-cyanopyridin-2-yl)amino)cyclohexyl)-N-(4-(1-methyl-1H-pyrazol-4-yl)phenyl)-3-phenylpropaneamide C(#N)C=1C=CC(=NC1)N[C@@H]1CC[C@H](CC1)N(C(CCC1=CC=CC=C1)=O)C1=CC=C(C=C1)C=1C=NN(C1)C